O1C=C(C=C1)C1=C(C=C(C=C1)C(F)(F)F)NS(=O)(=O)C=1C=C(C(=O)O)C=CC1OC 3-(N-(2-(furan-3-yl)-5-(trifluoromethyl)phenyl)sulfamoyl)-4-methoxybenzoic acid